FC1=CC=C(C=C1)N(C(OC1=C(C=C(C=C1C)C(F)(F)F)N1C(C[C@H](C1)O)=O)=O)C (R)-2-(4-hydroxy-2-oxopyrrolidin-1-yl)-6-methyl-4-(trifluoromethyl)phenyl (4-fluorophenyl)(methyl)carbamate